O1NC=CC=C1 oxazaine